3-[tert-butyl(diphenyl)silyl]oxy-2,2-dimethyl-propanoic acid [Si](C1=CC=CC=C1)(C1=CC=CC=C1)(C(C)(C)C)OCC(C(=O)O)(C)C